(3-bromo-5-(methylsulfonyl)phenyl)(3-methoxyazetidin-1-yl)methanone BrC=1C=C(C=C(C1)S(=O)(=O)C)C(=O)N1CC(C1)OC